C(C=C)OC(=O)C(C(=O)O)(CN)N (allyloxycarbonyl)-L-α,β-diaminopropionic acid